C(=O)OCCCCCCCCCCCCCCCCCCCCCCCCCCCCCC n-triacontyl methanoate